[C@H]12CN(C[C@H](CC1)N2)C2=NC(=NC1=C(C(=C(C=C21)F)C2=CC(=CC1=CC=C(C(=C21)CC)F)O)F)OC[C@H]2CCC(N2)=O (5R)-5-(((4-((1R,5S)-3,8-diazabicyclo[3.2.1]octan-3-yl)-7-(8-ethyl-7-fluoro-3-hydroxynaphthalen-1-yl)-6,8-difluoroquinazolin-2-yl)oxy)methyl)pyrrolidin-2-one